1-(5-fluoro-6-methylpyridin-3-yl)piperidin-3-amine FC=1C=C(C=NC1C)N1CC(CCC1)N